C(C)OC1=C(C=C(C=C1)S(=O)(=O)C)C1=CN(C(C2=CC=C(C=C12)C=1C=NN(C1)C)=O)C 4-(2-ethoxy-5-methylsulfonylphenyl)-2-methyl-6-(1-methylpyrazol-4-yl)isoquinolin-1-one